6-(6-(3-(difluoromethoxy)-5-fluorophenyl)-4-((3-(trifluoromethyl)phenyl)sulfonyl)-3,4-dihydro-2H-benzo[b][1,4]oxazin-2-yl)spiro[2.5]octane-1-carboxylic acid FC(OC=1C=C(C=C(C1)F)C1=CC2=C(OC(CN2S(=O)(=O)C2=CC(=CC=C2)C(F)(F)F)C2CCC3(CC3C(=O)O)CC2)C=C1)F